O1C(=CC=C1)C(=O)N1C(N(N=C1)C1=CC=CC=C1)=O 4-(furan-2-carbonyl)-2-phenyl-2,4-dihydro-3H-1,2,4-triazol-3-one